C(=CCCCCCCC=CC)OC=CCCCCCCC=CC 1-(undec-1,9-dien-1-yloxy)undec-1,9-diene